2,2-Dimethyl-3-mercaptopropionic acid CC(C(=O)O)(CS)C